CC1=CC=2C(C3=CC(=C(C=C3C(C2C=C1C)=O)C)C)=O 2,3,6,7-tetramethyl-anthracene-9,10-dione